5-(6-(2-hydroxy-6-methyl-4-(trifluoromethyl)phenyl)-2H-pyrazolo[3,4-b]pyridin-2-yl)-1-isopropylpiperidin-2-one OC1=C(C(=CC(=C1)C(F)(F)F)C)C=1C=CC=2C(N1)=NN(C2)C2CCC(N(C2)C(C)C)=O